3-octadecyl-pyrrole C(CCCCCCCCCCCCCCCCC)C1=CNC=C1